FC1=CC=C(C=C1)N1C(NC2=C1C=CC=C2)=O 1-(4-fluorophenyl)-1H-benzo[d]imidazol-2(3H)-one